4-((2-((3S,4S)-3-amino-4-fluoropiperidin-1-yl)-1H-benzo[d]imidazol-1-yl)methyl)benzonitrile N[C@H]1CN(CC[C@@H]1F)C1=NC2=C(N1CC1=CC=C(C#N)C=C1)C=CC=C2